3-ethylsulfanyl-N-(2,4-dichloro-6-(2-(2-methylphenylmethylene)hydrazine-1-carbonyl)phenyl)-5-(trifluoromethyl)picolinamide C(C)SC=1C(=NC=C(C1)C(F)(F)F)C(=O)NC1=C(C=C(C=C1C(=O)NN=CC1=C(C=CC=C1)C)Cl)Cl